histidine, methyl ester N[C@@H](CC1=CNC=N1)C(=O)OC